NCC=1C=CC(=NC1)C1=C(C=C(C#N)C=C1)OC=1N(N=C(C1)C(C)C)C 4-[5-(aminomethyl)pyridin-2-yl]-3-(2-methyl-5-propan-2-ylpyrazol-3-yl)oxybenzonitrile